1,3-Bis-(hydroxymethyl)-5,5-dimethyl-2,4-imidazolidindion OCN1C(N(C(C1(C)C)=O)CO)=O